tert-butyl ((5-carbamoyl-1,3,4-oxadiazol-2-yl)methyl)carbamate C(N)(=O)C1=NN=C(O1)CNC(OC(C)(C)C)=O